(2-(5-(2,3-difluorophenyl)-1H-imidazol-2-yl)piperidin-1-yl)-2-(methylthio)propan-1-one FC1=C(C=CC=C1F)C1=CN=C(N1)C1N(CCCC1)C(C(C)SC)=O